2-(((2R,7aS)-2-fluorotetrahydro-1H-pyrrolizin-7a(5H)-yl)methoxy)-4-((1-trityl-1H-pyrazol-3-yl)methyl)-5,6-dihydro-4H-[1,4]oxazepino[5,6,7-de]quinazoline F[C@@H]1C[C@@]2(CCCN2C1)COC1=NC=2C=CC=C3C2C(=N1)N(CCO3)CC3=NN(C=C3)C(C3=CC=CC=C3)(C3=CC=CC=C3)C3=CC=CC=C3